FC1=CC=C(C=C1)NC(=O)C1(CC1)C(=O)NC1=CC=C(C=C1)OC1=CC=NC2=CC(=C(C=C12)C)C1=NN(C=C1)C 1-N'-(4-fluorophenyl)-1-N-[4-[6-methyl-7-(1-methylpyrazol-3-yl)quinolin-4-yl]Oxyphenyl]Cyclopropane-1,1-dicarboxamide